5-(8-((1-(2-(4-(1,2-bis(4-hydroxyphenyl)but-1-en-1-yl)phenoxy)ethyl)piperidin-4-yl)methyl)-3,8-diazabicyclo[3.2.1]octan-3-yl)-2-(2,6-dioxopiperidin-3-yl)-6-fluoroisoindoline-1,3-dione OC1=CC=C(C=C1)C(=C(CC)C1=CC=C(C=C1)O)C1=CC=C(OCCN2CCC(CC2)CN2C3CN(CC2CC3)C=3C=C2C(N(C(C2=CC3F)=O)C3C(NC(CC3)=O)=O)=O)C=C1